N[C@@H](CC(=O)O)CC1=CC=C(C=C1)Br (R)-β-amino-4-(4-bromophenyl)-butyric acid